O=S1(CC(CC1)C1=CC=C(C=C1)NC(OC(C)(C)C)=O)=O tert-butyl N-[4-(1,1-dioxo-1lambda6-thiolan-3-yl)phenyl]carbamate